NC1=CC(=C(C=C1)C1CN(CCC1)C(=O)OC(C)(C)C)CS(=O)C (±)-tert-Butyl 3-(4-amino-2-((methylsulfinyl)methyl)phenyl)piperidine-1-carboxylate